C1=CC=C(C=2OC3=C(C21)C=CC=C3)C(=O)O dibenzo[b,d]furan-4-carboxylic acid